7-bromo-N-(4-(chlorodifluoromethoxy)phenyl)-1-isopropyl-1H-benzo[d]imidazole-5-carboxamide BrC1=CC(=CC2=C1N(C=N2)C(C)C)C(=O)NC2=CC=C(C=C2)OC(F)(F)Cl